C(C=C)(=O)OCCCCCCC1=CC=CC=C1 6-phenylhexyl acrylate